2-((1H-pyrrolo[2,3-b]pyridin-5-yl)oxy)-4-(4-((6-(4-chlorophenyl)spiro[3.5]non-6-en-7-yl)methyl)piperazin-1-yl)-N-((4-(dimethylamino)-3-nitrophenyl)sulfonyl)benzamide N1C=CC=2C1=NC=C(C2)OC2=C(C(=O)NS(=O)(=O)C1=CC(=C(C=C1)N(C)C)[N+](=O)[O-])C=CC(=C2)N2CCN(CC2)CC2=C(CC1(CCC1)CC2)C2=CC=C(C=C2)Cl